4-methyl-5-nonanol CC(CCC)C(CCCC)O